ClC=1C=C(C=C2C(=C(C=NC12)C#N)NC1=C(C(=CC=C1)Cl)F)N[C@H](C=1N=NNC1)C1=CSC=2CN(CCC21)C2COC2 (S)-8-chloro-4-((3-chloro-2-fluorophenyl)amino)-6-(((6-(oxetan-3-yl)-4,5,6,7-tetrahydrothieno[2,3-c]pyridin-3-yl)(1H-1,2,3-triazol-4-yl)methyl)amino)quinoline-3-carbonitrile